3-(3-methyl-4-nitro-1H-pyrazol-1-yl)cyclobutane-1-carbonitrile CC1=NN(C=C1[N+](=O)[O-])C1CC(C1)C#N